Tri(2,3-dimethyl-2-hexyl)citrat CC(C)(C(CCC)C)C(C(C(C(=O)[O-])(C(C)(C(CCC)C)C)C(C)(C(CCC)C)C)(O)C(=O)[O-])C(=O)[O-]